BrC=1C=CC(=NC1)N1C2(CC2)COC1=O 4-(5-bromopyridin-2-yl)-6-oxa-4-azaspiro[2.4]heptan-5-one